N-[2-methyl-3-(1-methyl-1H-indazol-4-yl)phenyl]-4,5,6,7-tetrahydro[1,3]thiazolo[5,4-c]pyridine-2-carboxamide CC1=C(C=CC=C1C1=C2C=NN(C2=CC=C1)C)NC(=O)C=1SC=2CNCCC2N1